BrC=1C=C2C=C(C(N(C2=NC1)CCN1CCOCC1)=O)C(=O)NC1CCC(CC1)C 6-bromo-N-(4-methylcyclohexyl)-1-(2-morpholinoethyl)-2-oxo-1,2-dihydro-1,8-naphthyridine-3-carboxamide